O=C1NC(CCC1N1C(N(C2=C1C=CC=C2OC2CC1(C2)CCN(CC1)C(=O)OC(C)(C)C)C)=O)=O Tert-butyl 2-[1-(2,6-dioxo-3-piperidyl)-3-methyl-2-oxo-benzimidazol-4-yl]oxy-7-azaspiro[3.5]nonane-7-carboxylate